2-(4-oxoquinazolin-3(4H)-yl)ethyl (N-(((3aR,4R,6R,6aR)-6-(6-amino-9H-purin-9-yl)-2,2-dimethyltetrahydrofuro[3,4-d][1,3]dioxol-4-yl)methyl)sulfamoyl)carbamate NC1=C2N=CN(C2=NC=N1)[C@@H]1O[C@@H]([C@@H]2[C@H]1OC(O2)(C)C)CNS(=O)(=O)NC(OCCN2C=NC1=CC=CC=C1C2=O)=O